4-(4-(3-isopropyl-2-(8-methyl-[1,2,4]triazolo[1,5-a]pyridin-6-yl)-1H-indol-5-yl)piperidin-1-yl)-4-oxobutanenitrile C(C)(C)C1=C(NC2=CC=C(C=C12)C1CCN(CC1)C(CCC#N)=O)C=1C=C(C=2N(C1)N=CN2)C